N1CCC(CC1)N1N=C(C=C1)C1=CC(=C(C=C1)NC1=NC=C(C(=N1)NC1=C(C(=O)NOC)C=CC=C1)C(F)(F)F)OC 2-{[2-({4-[1-(hexahydropyridine-4-yl)pyrazol-3-yl]-2-methoxyphenyl}amino)-5-(trifluoromethyl)pyrimidin-4-yl]amino}-N-methoxybenzamide